(4-(5-oxa-2-azaspiro[3.4]octan-2-yl)phenyl)(4-(5-methyloxazolo[4,5-b]pyridin-2-yl)piperazin-1-yl)methanone C1N(CC12OCCC2)C2=CC=C(C=C2)C(=O)N2CCN(CC2)C=2OC=1C(=NC(=CC1)C)N2